C(C)(=O)C(C(C(=O)[O-])=O)C(C)=O.C(CCCCCCC)[Sn+2]CCCCCCCC.C(C)(=O)C(C(C(=O)[O-])=O)C(C)=O dioctyltin diacetyl-pyruvate